C1(CC1)N1N=C(C=C1)C1=C(C=NC(=C1)C1=CC=C(C=C1)F)CNC(C=C)=O N-((4-(1-cyclopropyl-1H-pyrazol-3-yl)-6-(4-fluorophenyl)pyridin-3-yl)methyl)-acrylamide